6-[8-methoxy-3-[(2R)-2-methyl-2-[(1S)-2,2,2-trifluoro-1-hydroxy-ethyl]pyrrolidine-1-carbonyl]-1-(2-thienyl)-5,6-dihydropyrrolo[2,1-a]isoquinolin-9-yl]-1H-pyridin-2-one COC=1C=C2CCN3C(C2=CC1C1=CC=CC(N1)=O)=C(C=C3C(=O)N3[C@](CCC3)([C@@H](C(F)(F)F)O)C)C=3SC=CC3